2-[(Diphenylmethylene)amino]-3-[3-(3,4,5,6-tetrahydro-2H-pyran-2-yloxy)propyl]pyridine C1(=CC=CC=C1)C(C1=CC=CC=C1)=NC1=NC=CC=C1CCCOC1OCCCC1